(2R,4R)-4-((R)-2-amino-3-methylbutanamido)-2-(4-dihydroxyboryl-butyl)pyrrolidine-2-carboxylic acid N[C@@H](C(=O)N[C@@H]1C[C@@](NC1)(C(=O)O)CCCCB(O)O)C(C)C